ClC1=C(C=CC=C1F)B(O)O 2-Chloro-3-fluorophenylboronic acid